methyl 6-chloro-3-(4-fluoro-2-methoxy-phenoxy)pyridazine-4-carboxylate ClC1=CC(=C(N=N1)OC1=C(C=C(C=C1)F)OC)C(=O)OC